barium sulfate acrylate C(C=C)(=O)[O-].S(=O)(=O)([O-])O.[Ba+2]